1-(5-carboxypentyl)-2-[(1E,3E,5E,7Z)-7-(1-ethyl-1,3-dihydro-2H-indol-2-ylidene)hepta-1,3,5-trien-1-yl]-3H-indolium C(=O)(O)CCCCC[N+]1=C(CC2=CC=CC=C12)\C=C\C=C\C=C\C=C\1/N(C2=CC=CC=C2C1)CC